N-vinyl-pyrazine C(=C)N1CC=NC=C1